ClC(C=C(F)F)F 3-chloro-1,1,3-trifluoropropene